dimethyl (3-((6-amino-9-(tetrahydro-2H-pyran-2-yl)-9H-purin-2-yl)oxy)propyl)phosphonate NC1=C2N=CN(C2=NC(=N1)OCCCP(OC)(OC)=O)C1OCCCC1